O[C@@H]1C(OC2=CC=CC=C2[C@H]1NC(=O)C=1C=C2CCCOC2=CC1)(C)C N-((3S,4R)-3-hydroxy-2,2-dimethylchroman-4-yl)chroman-6-carboxamide